3,6-dichloropyridine-3-formic acid ClC1(CN=C(C=C1)Cl)C(=O)O